NC1=NN(C2=CC(=CC=C12)Cl)C(=O)NC1=NC(=CC=C1)C1=NN=CN1C(C)C 3-amino-6-chloro-N-(6-(4-isopropyl-4H-1,2,4-triazol-3-yl)pyridin-2-yl)-1H-indazole-1-carboxamide